tributylmethylammonium bisammonium salt [NH4+].[NH4+].C(CCC)[N+](C)(CCCC)CCCC